C1(=CC=C(C=C1)C(C)(C)OC(=O)N(CCCC(=S)[O-])C)C1=CC=CC=C1 N-[[(4-biphenylyl)isopropoxy]carbonyl]-N-methyl-γ-aminothiobutyrate